C(#N)C=1C=C(C=C(C1)F)[C@H]1N(OCC1)C(=O)C1CCN(CC1)C(=O)OC(C)(C)C tert-butyl (S)-4-(3-(3-cyano-5-fluorophenyl)isoxazolidine-2-carbonyl)piperidine-1-carboxylate